tert-butyl (2S,SR)-4-(2-amino-1-(4-fluorophenyl)-2-oxoethyl)-2,5-dimethylpiperazine-1-carboxylate NC(C(C1=CC=C(C=C1)F)N1C[C@@H](N(C[C@@H]1C)C(=O)OC(C)(C)C)C)=O |&1:15|